4-(4-hydroxyoxybenzoyl)chalcone OOC1=CC=C(C(=O)C2=CC=C(C=C2)\C=C\C(=O)C2=CC=CC=C2)C=C1